C(#N)C1=CC=C(C=C1)C(C1=[N+](C=CC=C1)[O-])OC1=CC=C2C(CCOC2=C1C)=O 2-((4-cyanophenyl)((8-methyl-4-oxochroman-7-yl)oxy)methyl)pyridine 1-oxide